O[C@H]1[C@@H]2[C@H](C(N(C1)C(CCCCC(=O)OCC1=CC=CC=C1)=O)CCC)OC(O2)(C)C benzyl 6-[(3aS,7R,7aR)-7-hydroxy-2,2-dimethyl-4-propyl-4,6,7,7a-tetrahydro-3aH-[1,3]dioxolo[4,5-c]pyridin-5-yl]-6-oxo-hexanoate